C(C)C=1C=CC=C2C=CC=C(C12)N1CC=2N=C(N=C(C2CC1)N1CC(C1)C#N)OCC12CCCN2CCC1 1-(7-(8-ethylnaphthalen-1-yl)-2-((tetrahydro-1H-pyrrolizin-7a(5H)-yl)methoxy)-5,6,7,8-tetrahydropyrido[3,4-d]pyrimidin-4-yl)azetidine-3-carbonitrile